C1(CC1)C1=NC=C(C(=N1)OC[C@@H]1CN(CC1)C1=CC(=CC=C1)C=1SC=CN1)C#N (S)-2-cyclopropyl-4-((1-(3-(thiazol-2-yl)phenyl)pyrrolidin-3-yl)methoxy)pyrimidine-5-carbonitrile